Cl.FC(C1=CC=C(C=C1)/C=C/C(=O)OCCCN)(F)F 3-aminopropyl (E)-3-(4-(trifluoromethyl)phenyl)acrylate hydrochloride